COC(C1=C(C=CC(=C1)CNC(C)C)OCC)=O 2-ethoxy-5-((isopropylamino)methyl)benzoic acid methyl ester